N-[4-(3-cyanophenyl)-5-(2,6-diethyl-4-pyridyl)thiazol-2-yl]-5,8-diazaspiro[3.5]nonane-5-carboxamide C(#N)C=1C=C(C=CC1)C=1N=C(SC1C1=CC(=NC(=C1)CC)CC)NC(=O)N1C2(CCC2)CNCC1